N-carboxylmethyl-D,L-leucyl-L-prolyl-[(4-amidinophenyl)methyl]amide hydrochloride Cl.C(=O)(O)CN[C@@H](CC(C)C)C(=O)N1[C@@H](CCC1)C(=O)[N-]CC1=CC=C(C=C1)C(N)=N |&1:6|